(1,3-dimethylbut-1-yl)(5-chloro-8-quinolinyloxy)acetic acid CC(CC(C)C)C(C(=O)O)OC=1C=CC(=C2C=CC=NC12)Cl